nonadec-10,13-dien-1-ol C(CCCCCCCCC=CCC=CCCCCC)O